2-hydroxy-4-(2-morpholinoethoxy)benzaldehyde OC1=C(C=O)C=CC(=C1)OCCN1CCOCC1